OCC1CNCCC1 3-(hydroxymethyl)piperidin